(R)-1-(1-(cyclobutylmethyl)piperidin-3-yl)-6-isopropyl-5-(8-methoxy-[1,2,4]triazolo[1,5-a]pyridin-6-yl)-1,3-dihydro-2H-benzo[d]imidazol-2-one C1(CCC1)CN1C[C@@H](CCC1)N1C(NC2=C1C=C(C(=C2)C=2C=C(C=1N(C2)N=CN1)OC)C(C)C)=O